OC1=CC=C(C=C1)C(C(F)(F)F)(C(F)(F)F)C1=CC=C(C=C1)O 2,2-bis(4-hydroxyphenyl)perfluoropropane